di-tert-butyl-(methyl)phosphine C(C)(C)(C)P(C)C(C)(C)C